2-Ethylsulfanyl-N-[(3-fluorophenyl)-methyl]-4-methyl-6-(pyridin-3-yl-methylamino)-pyridine-3-carboxylic acid amide C(C)SC1=NC(=CC(=C1C(=O)NCC1=CC(=CC=C1)F)C)N(C)C=1C=NC=CC1